(((2,2-dimethyl-2,3-dihydro-1H-inden-4-yl)thio)methyl)-3,4-difluorobenzoic acid CC1(CC2=CC=CC(=C2C1)SCC1=C(C(=O)O)C=CC(=C1F)F)C